(4-benzylpiperidin-1-yl)(5-bromo-4H-1,2,4-triazol-3-yl)methanone C(C1=CC=CC=C1)C1CCN(CC1)C(=O)C1=NN=C(N1)Br